CN1CC2(CN(C2)C(=O)C2=CC3=CC=CC(=C3C=C2)OC2=CC=C(C=C2)C(F)(F)F)C1 (6-methyl-2,6-diazaspiro[3.3]heptan-2-yl)(5-(4-(trifluoromethyl)phenoxy)naphthalen-2-yl)methanone